CC1(OB(OC1(C)C)C=1CCOC(C1)C1=CC=2N(C=C1)N=CC2)C 5-[4-(4,4,5,5-tetramethyl-1,3,2-dioxaborolan-2-yl)-3,6-dihydro-2H-pyran-6-yl]pyrazolo[1,5-a]pyridine